C(C)OC1=CN=CC(=N1)C1=CC(=C(CNC(CC)C2=NC(=NC=C2)NS(=O)(=O)C2CC2)C=C1)F N-(4-(1-((4-(6-ethoxypyrazin-2-yl)-2-fluorobenzyl)amino)propyl)pyrimidin-2-yl)cyclopropanesulfonamide